NC1=NC=2C=CC(=CC2C2=C1C(OC2)C)C(=O)N(C(C)C)CC2=NC=C(C=C2)C#C 4-amino-N-((5-ethynylpyridin-2-yl)methyl)-N-isopropyl-3-methyl-1,3-dihydrofuro[3,4-c]quinoline-8-carboxamide